(R)-(4-(4-cyclopropylpyrazolo[1,5-a]pyridin-2-yl)-1,4,6,7-tetrahydro-5H-imidazo[4,5-c]pyridin-5-yl)(5-(pyridin-2-yl)-1,3,4-oxadiazol-2-yl)methanone C1(CC1)C=1C=2N(C=CC1)N=C(C2)[C@@H]2N(CCC1=C2N=CN1)C(=O)C=1OC(=NN1)C1=NC=CC=C1